N1(CCC1)CCC=1C(=CC(N(C1)C(C(=O)N[C@@H](CC(=O)[O-])C=1C=C(C=C(C1F)C)C1=C(C(=C(C=C1C)C)F)C)CC(C)C)=O)C(F)(F)F (3S)-3-(2-(5-(2-(azetidin-1-yl)ethyl)-2-oxo-4-(trifluoromethyl)pyridin-1(2H)-yl)-4-methylpentanamido)-3-(3',4-difluoro-2',4',5,6'-tetramethyl-[1,1'-biphenyl]-3-yl)propanoate